C1(=CC=C(C=C1)[C@]1(CC[C@@]2([C@H]3CC[C@@]4([C@H](CC[C@H]4[C@@H]3CC[C@@H]2C1)[C@@H](CCC(=O)O)C)C)C)F)C1=CC=CC=C1 (R)-4-((3R,5R,8R,9S,10S,13R,14S,17R)-3-([1,1'-biphenyl]-4-yl)-3-fluoro-10,13-dimethylhexadecahydro-1H-cyclopenta[a]phenanthren-17-yl)pentanoic acid